Diphenylphosphinophenolate C1(=CC=CC=C1)P(C1=CC=CC=C1)C1=C(C=CC=C1)[O-]